(R)-4-(7-(3-Bromo-4-(trifluoromethyl)benzoyl)-2-(isopropylamino)-6-methyl-4-oxo-5,6,7,8-tetrahydropyrido[3,4-d]pyrimidin-3(4H)-yl)-N-methylbenzamide BrC=1C=C(C(=O)N2CC=3N=C(N(C(C3C[C@H]2C)=O)C2=CC=C(C(=O)NC)C=C2)NC(C)C)C=CC1C(F)(F)F